[PH4+].P phosphine, phosphonium salt